COC1=C(CNC2=C3NC=NC3=NC=N2)C=CC=C1OC 6-(2,3-dimethoxybenzylamino)purine